N-(6-(2H-1,2,3-triazol-2-yl)-5-(trifluoromethyl)pyridin-3-yl)-4'-chloro-3-methyl-[1,1'-biphenyl]-4-carboxamide N=1N(N=CC1)C1=C(C=C(C=N1)NC(=O)C1=C(C=C(C=C1)C1=CC=C(C=C1)Cl)C)C(F)(F)F